ethylphenyl-di(n-propoxy)silane C(C)[Si](OCCC)(OCCC)C1=CC=CC=C1